Br.Br.C1NCC=2C=NC(=CC21)CN(C)C 1-(2,3-dihydro-1H-pyrrolo[3,4-c]pyridin-6-yl)-N,N-dimethyl-methanamine dihydrobromide